methyl (5-((5-(4-(dimethylcarbamoyl)phenyl)pyridin-2-yl)amino)pyridin-3-yl)carbamate CN(C(=O)C1=CC=C(C=C1)C=1C=CC(=NC1)NC=1C=C(C=NC1)NC(OC)=O)C